FC=1C(=C(OC2=NC=C(C(=C2C=2NC3=CC=NC(=C3C(C2)=O)OC2CC(C2)OC)C)C(F)(F)F)C=CC1F)C 2-[2-(3,4-Difluoro-2-methyl-phenoxy)-4-methyl-5-(trifluoromethyl)-3-pyridinyl]-5-(3-methoxycyclobutoxy)-1H-1,6-naphthyridin-4-one